methyl (S)-1-(4-fluorophenyl)-3,4-dihydroisoquinoline-2(1H)-carboxylate FC1=CC=C(C=C1)[C@@H]1N(CCC2=CC=CC=C12)C(=O)OC